Cl.ClC1(C2N(CC3N(C21)CCNC3)C3=CC=C(C=C3)C(F)(F)F)Cl 1,1-dichloro-2-(4-(trifluoromethyl)phenyl)decahydrocyclopropa[e]pyrazino[1,2-a]pyrazine hydrochloride salt